BrC=1C=C(C(=NC1)CN(C(OC(C)(C)C)=O)C(CC)CC)F tert-butyl ((5-bromo-3-fluoropyridin-2-yl)methyl)(pentan-3-yl)carbamate